2-[{6-(carboxylato)pyridin-2-yl}methylamino]-ethane C(=O)([O-])C1=CC=CC(=N1)CNCC